C1(=CC=CC=C1)CC(C#C)OC1=CC=CC=C1 (1-phenylbut-3-yn-2-yloxy)benzene